7-methoxy-1H-1,3-benzodiazole-5-carboxylic acid methyl ester COC(=O)C1=CC2=C(NC=N2)C(=C1)OC